The molecule is a tripeptide composed of two L-alanyl units and an L-serine joined by peptide linkages. It has a role as a metabolite. It derives from a L-alanine and a L-serine. C[C@@H](C(=O)N[C@@H](C)C(=O)N[C@@H](CO)C(=O)O)N